tert-butyl-(6S,7S)-7-((3-(2,6-dioxopiperidin-3-yl)-1-methyl-1H-indazol-6-yl) amino)-6-methyl-2-azaspiro[3.5]nonane-2-carboxylate C(C)(C)(C)OC(=O)N1CC2(C1)C[C@@H]([C@H](CC2)NC2=CC=C1C(=NN(C1=C2)C)C2C(NC(CC2)=O)=O)C